methylenediamine ethanedioate C(C(=O)O)(=O)O.C(N)N